tert-butyl 3-methyl-2-(methylcarbamoyl)-7,8-dihydro-4H-pyrazolo[1,5-a][1,4]diazepine-5(6H)-carboxylate CC=1C(=NN2C1CN(CCC2)C(=O)OC(C)(C)C)C(NC)=O